C(CCCCCCC)O[C@@H]1CC23[C@H](C[C@H]4[C@@H]5CC[C@H]([C@@H](CCCC(C)C)C)[C@]5(CC[C@@H]4[C@]2(CC1)C)C)O3 3β-octyloxy-5,6α-epoxycholestane